ClC=1C=C2C=C(NC2=C(C1F)F)C(=O)N[C@@H]1CNC[C@H]1C 5-Chloro-6,7-difluoro-N-((3S,4R)-4-methylpyrrolidin-3-yl)-1H-indole-2-carboxamide